8-(5-methylthiazol-2-yl)-3-oxo-4-((tetrahydrofuran-2-yl)methyl)-N-((R)-1-(2-(trifluoromethyl)pyrimidin-5-yl)ethyl)-3,4-dihydro-2H-benzo[b][1,4]oxazine-6-carboxamide CC1=CN=C(S1)C1=CC(=CC2=C1OCC(N2CC2OCCC2)=O)C(=O)N[C@H](C)C=2C=NC(=NC2)C(F)(F)F